2-(2,2,2-trifluoroethoxy)acetamide hydrochloride Cl.FC(COCC(=O)N)(F)F